6-(1-(1-ethoxyethyl)-1H-pyrazol-4-yl)-N-((3S,4S)-3-fluorotetrahydro-2H-pyran-4-yl)-5-(2,2,2-trifluoroethoxy)-[1,2,4]triazolo[1,5-a]pyrazin-2-amine C(C)OC(C)N1N=CC(=C1)C=1N=CC=2N(C1OCC(F)(F)F)N=C(N2)N[C@@H]2[C@@H](COCC2)F